C(CC)OC=1C=C(OCCCN2CCOCC2)C=CC1 4-[3-(3-propoxyphenoxy)propyl]morpholine